2-((2-hydroxyethyl)(methyl)amino)-1-(4-(3-isopropyl-2-(8-methyl-[1,2,4]triazolo[1,5-a]pyridin-6-yl)-1H-indol-5-yl)piperidin-1-yl)ethan-1-one OCCN(CC(=O)N1CCC(CC1)C=1C=C2C(=C(NC2=CC1)C=1C=C(C=2N(C1)N=CN2)C)C(C)C)C